ClC1=C(N)C(=CC(=C1)[N+](=O)[O-])CN(C(C)C)CC 2-Chloro-6-((ethyl-(isopropyl)amino)methyl)-4-nitroaniline